C(C)(C)(C)N1CCC(CC1)OC1=C(C=C(C=C1)Br)C#N tert-butyl-4-(4-bromo-2-cyanophenoxy)piperidine